methyl-(5-((tetrahydro-2H-pyran-2-yl)oxy)pentyl)carbamic acid tert-butyl ester C(C)(C)(C)OC(N(CCCCCOC1OCCCC1)C)=O